5-bromo-2-(3-chloropropyl)-1H-pyrrolo[2,3-b]Pyridine BrC=1C=C2C(=NC1)NC(=C2)CCCCl